C(=O)C=1C(=C2C=C(N(C2=CC1)CC1CNC(C(O1)C)=O)C#N)C 5-formyl-4-methyl-1-[(6-methyl-5-oxomorpholin-2-yl)methyl]-1H-indole-2-carbonitrile